[C-]1(C=CC=C1)NC(=O)N.[CH-]1C=CC=C1.[Fe+2] ferrocenyl-urea